CC(C[C@@H](CC(=O)N1C(OC[C@H]1C1=C(C=CC=C1C)C)=O)C[N+](=O)[O-])C (R)-3-((S)-5-methyl-3-(nitromethyl)hexanoyl)-4-(2,6-dimethylphenyl)oxazolidin-2-one